C1=NC=CC2=CC=NC=C12 2,7-NAPHTHYRIDINE